ClC=1C=C(C=2N(N1)C(=CN2)F)[C@@H]2[C@H](C2)C=2C=NC=CC2 6-chloro-3-fluoro-8-[(1S,2S)-2-(3-pyridyl)cyclopropyl]imidazo[1,2-b]pyridazine